N-[(3',5'-dicyclohexyl)-1,1'-biphenyl-4-yl]-N-(4-cyclohexylphenyl)-9,9-dimethyl-9H-fluoren-2-amine C1(CCCCC1)C=1C=C(C=C(C1)C1CCCCC1)C1=CC=C(C=C1)N(C1=CC=2C(C3=CC=CC=C3C2C=C1)(C)C)C1=CC=C(C=C1)C1CCCCC1